(1'S,2'R)-2-bromo-8-(((1S,3S)-3-((tert-butoxycarbonyl)amino)cyclopentyl)amino)-6,7-dihydrospiro[Cyclopenta[d]pyrazolo[1,5-a]pyrimidine-5,1'-cyclopentan]-2'-yl benzoate C(C1=CC=CC=C1)(=O)O[C@H]1[C@@]2(CCC1)CCC=1C2=NC=2N(C1N[C@@H]1C[C@H](CC1)NC(=O)OC(C)(C)C)N=C(C2)Br